4-((1S,2R)-2-isopropylcyclopropyl)-3-methoxypyridazine C(C)(C)[C@@H]1[C@H](C1)C1=C(N=NC=C1)OC